NC1=NC=C(C2=C1C(=NN2C(C)C)C2=CC(=C(C=C2F)NS(=O)(=O)C2=C(C=CC(=C2)Cl)Cl)F)C2CCC(CC2)NCCOCCCl N-(4-(4-Amino-7-((1r,4r)-4-((2-(2-chloroethoxy)ethyl)amino)cyclohexyl)-1-isopropyl-1H-pyrazolo[4,3-c]pyridin-3-yl)-2,5-difluorophenyl)-2,5-dichlorobenzenesulfonamide